1-(4-(4-((3-methyl-4-((1-methyl-1H-benzo[d][1,2,3]triazol-5-yl)oxy)phenyl)amino)pyrido[3,2-d]pyrimidin-6-yl)piperidin-1-yl)prop-2-en-1-one CC=1C=C(C=CC1OC1=CC2=C(N(N=N2)C)C=C1)NC=1C2=C(N=CN1)C=CC(=N2)C2CCN(CC2)C(C=C)=O